OC1=C(C(=O)N)C=CC(=C1)OC1=CC=C(C=C1)CN1[C@@H](CCC1)C1=NN(C=C1)C 2-hydroxy-4-(4-{[(2S)-2-(1-methyl-1H-pyrazol-3-yl)pyrrolidin-1-yl]methyl}phenoxy)benzamide